CS(=O)(=O)[O-].[Pd+2].CS(=O)(=O)[O-] palladium(II) methansulfonate